C1(=CC=CC=C1)C=1C(=NC2=C3N=CC=CC3=CC=C2C1)C1=CC=CC=C1 diphenyl-[1,10]phenanthroline